CC(/C=C\C/C=C\C/C=C\C/C=C\C/C=C\C/C=C\CCC(=O)O)O 21-hydroxy-4Z,7Z,10Z,13Z,16Z,19Z-docosahexaenoic acid